diphenylmethyl sulfoxide C1(=CC=CC=C1)C(C1=CC=CC=C1)S(=O)C(C1=CC=CC=C1)C1=CC=CC=C1